C1(CCCCC1)N1N=NN=C1CCCCOC=1C=C2C=CC(NC2=CC1)=O 6-[4-(1-cyclohexyl-1H-tetrazol-5-yl)butoxy]-2(1H)-quinolinone